O[C@@H]1C[C@@H](CC[C@H]1C)NC1=NC(=NC=C1C#N)SC 4-((1r,3r,4r)-3-hydroxy-4-methylcyclohexylamino)-2-(methylthio)pyrimidine-5-carbonitrile